ClC1=CC=C(C=N1)CN1C=CC=C2C1=NC(N(C2=O)CCC=C(C)C)=O 8-((6-chloropyridin-3-yl)methyl)-3-(4-methylpent-3-en-1-yl)pyrido[2,3-d]pyrimidine-2,4(3h,8h)-dione